2-(methoxymethyl)-6-[1-(2,2,3,3,3-pentafluoropropyl)-1H-pyrazol-4-yl]-7-(trifluoromethyl)-5H-[1,3,4]thiadiazolo[3,2-a]pyrimidin-5-one COCC1=NN2C(=NC(=C(C2=O)C=2C=NN(C2)CC(C(F)(F)F)(F)F)C(F)(F)F)S1